Methyl 2'-(difluoromethyl)-3-hydroxy-5-methyl-[1,1'-biphenyl]-2-carboxylate FC(C1=C(C=CC=C1)C=1C(=C(C=C(C1)C)O)C(=O)OC)F